tert-butyl (S)-(15-(4-(4-((3-amino-1-(3-chlorophenyl)-3-oxopropyl)carbamoyl)-3-(3,6-difluoro-2-methylphenyl)-1H-pyrrole-2-carbonyl)phenyl)-3,6,9,12-tetraoxapentadecyl)carbamate NC(C[C@@H](C1=CC(=CC=C1)Cl)NC(=O)C=1C(=C(NC1)C(=O)C1=CC=C(C=C1)CCCOCCOCCOCCOCCNC(OC(C)(C)C)=O)C1=C(C(=CC=C1F)F)C)=O